N-(7-benzyloxytetrahydronaphthalen-1-ylidene)-2-methyl-propane-2-sulfinamide C(C1=CC=CC=C1)OC1=CCC2CCCC(C2=C1)=NS(=O)C(C)(C)C